FC1=CC=C2C=C(C=NC2=C1F)C=1SC(CC(N1)CC=1C=CC(NC1)=S)(C)C 5-[[2-(7,8-difluoro-3-quinolyl)-6,6-dimethyl-4,5-dihydro-1,3-thiazin-4-yl]methyl]-1H-pyridine-2-thione